C(C)(C)(C)O[C@H](C(=O)O)C1=C(C2=C(N=C(S2)C2=CC=C3C(=N2)C(=NN3C)N3CCN(CC3)C3CC(C3)O)C=C1C)C1=CC=C(C=C1)Cl (S)-2-(tert-butoxy)-2-(7-(4-chlorophenyl)-2-(3-(4-((1s,3s)-3-hydroxycyclobutyl)piperazin-1-yl)-1-methyl-1H-pyrazolo[4,3-b]pyridin-5-yl)-5-methylbenzo[d]thiazol-6-yl)acetic acid